2-fluoro-N-(3-cyano-1-benzyl-1H-indol-5-yl)isonicotinamide FC=1C=C(C(=O)NC=2C=C3C(=CN(C3=CC2)CC2=CC=CC=C2)C#N)C=CN1